4-((R)-2-((R)-1-((tert-butyldimethylsilyl)oxy)-2,2,2-trifluoroethyl)-5-oxopyrrolidin-1-yl)-2-(trifluoro-methyl)benzonitrile [Si](C)(C)(C(C)(C)C)O[C@@H](C(F)(F)F)[C@@H]1N(C(CC1)=O)C1=CC(=C(C#N)C=C1)C(F)(F)F